OC(C)(C)C1=NN=CC=2N1C1=C(C2)SC=C1 5-(2-hydroxy-propan-2-yl)thieno[2',3':4,5]Pyrrolo[1,2-d][1,2,4]Triazine